Ethyl 4-((1-(tert-butoxycarbonyl) piperidin-4-yl) amino)-2-chloropyrimidine-5-carboxylate C(C)(C)(C)OC(=O)N1CCC(CC1)NC1=NC(=NC=C1C(=O)OCC)Cl